naphthalene-1,4-dicarbonyl dichloride C1(=CC=C(C2=CC=CC=C12)C(=O)Cl)C(=O)Cl